11-(1H-pyrrole-1-yl)undecane-1-Thiol N1(C=CC=C1)CCCCCCCCCCCS